2-(4-azido-2-fluorostyryl)oxazole N(=[N+]=[N-])C1=CC(=C(C=CC=2OC=CN2)C=C1)F